Prop-2-en-1-yl (11aS)-7-methoxy-2-(4-methoxyphenyl)-5-oxo-8-{[tri(propan-2-yl)silyl]oxy}-11,11a-dihydro-1H-pyrrolo[2,1-c][1,4]benzodiazepin-10(5H)-carboxylate COC=1C(=CC2=C(C(N3[C@H](CN2C(=O)OCC=C)CC(=C3)C3=CC=C(C=C3)OC)=O)C1)O[Si](C(C)C)(C(C)C)C(C)C